N-(2,5,8,11,14,17,20,23-octaoxapentacosan-25-yl)benzamide COCCOCCOCCOCCOCCOCCOCCOCCNC(C1=CC=CC=C1)=O